N-(3-((5-bromo-4-chloro-2-fluorophenyl)sulfonyl)-2-cyclohexylpropyl)aniline BrC=1C(=CC(=C(C1)S(=O)(=O)CC(CNC1=CC=CC=C1)C1CCCCC1)F)Cl